1-(5-(2-fluoro-4-isopropoxyphenyl)-1,2,4-oxadiazol-3-yl)-2,3-dihydroindole-5-carbaldehyde FC1=C(C=CC(=C1)OC(C)C)C1=NC(=NO1)N1CCC2=CC(=CC=C12)C=O